FC(OC1=CC2=C(N=C(S2)N)C=C1)(F)F 6-(trifluoromethoxy)-benzo[d]thiazol-2-amine